(4-(Benzo[d]thiazol-7-yl)phenyl)methylamine S1C=NC2=C1C(=CC=C2)C2=CC=C(C=C2)CN